4-azido-3,5-dinitropyrazole-1-amine N(=[N+]=[N-])C=1C(=NN(C1[N+](=O)[O-])N)[N+](=O)[O-]